2,5-dihydroxy-1,4-benzendicarboxylic acid OC1=C(C=C(C(=C1)C(=O)O)O)C(=O)O